C(CCC)NC N-butyl-methyl-amine